ClC=1C=C(C=CC1Cl)[C@H](CN(C)C)N1N=CC(=C1)C1=CC=C(C=C1)OC(F)(F)F (R)-2-(3,4-dichlorophenyl)-N,N-dimethyl-2-(4-(4-(trifluoromethoxy)phenyl)-1H-pyrazol-1-yl)ethan-1-amine